ClC1=CC2=C(C=C3N2C(=NN(C3=O)CC(=O)NC3CCCCC3)C3CC3)S1 (1r,4r)-4-(2-(2-Chloro-5-cyclopropyl-8-oxothieno[2',3':4,5]pyrrolo[1,2-d][1,2,4]triazin-7(8H)-yl)acetamido)cyclohexan